ClC1=C(NCCF)C=C(C=C1)OC 2-chloro-N-(2-fluoroethyl)-5-methoxyaniline